C(C)(C)C1=C(NC2=C1N=C(S2)C2CCC(CC2)NC2COC2)C2=CN(C1=NC=CC=C12)C N-(4-(6-isopropyl-5-(1-methyl-1H-pyrrolo[2,3-b]pyridin-3-yl)-4H-pyrrolo[3,2-d]thiazol-2-yl)cyclohexyl)oxetan-3-amine